2-(benzyloxy)-5-ethylbenzenesulfonyl chloride C(C1=CC=CC=C1)OC1=C(C=C(C=C1)CC)S(=O)(=O)Cl